BrC1=CC(N(C(=C1)C)C(CN(C)C)C1=CC(=CC=C1)Cl)=O 4-Bromo-1-(1-(3-chlorophenyl)-2-(dimethylamino)ethyl)-6-methylpyridin-2(1H)-one